3-(8-(((2S,5R)-5-isopropyl-3,6-dimethoxy-2,5-dihydropyrazin-2-yl)methyl)-2,3-dihydrobenzo[b][1,4]dioxin-5-yl)-4-(trifluoromethyl)isoquinoline C(C)(C)[C@H]1N=C([C@@H](N=C1OC)CC1=CC=C(C2=C1OCCO2)C=2N=CC1=CC=CC=C1C2C(F)(F)F)OC